OCC1N(CCC1)C(=O)O.OC1=C(C=CC=C1)C1=C(C=CC2=CC=CC=C12)NC(C1=CC=CC=C1)=O N-(1-(2-hydroxyphenyl)naphthalen-2-yl)benzamide 2-(hydroxymethyl)pyrrolidine-1-carboxylate